FCCCOC=1C=2N(C=CN1)N=C(C2)N 4-(3-fluoropropoxy)pyrazolo[1,5-a]pyrazin-2-amine